C(C)OC(C)OC1=CC=C(C=CC=2C=C(C=C(C2)O)O)C=C1 5-(4-(1-ethoxyethoxy)styryl)-benzene-1,3-diol